(+/-)-3-(hydroxymethyl)-N7-methyl-N5-(2-((S)-morpholin-2-yl)ethyl)-3-phenyl-2,3-dihydrobenzofuran-5,7-dicarboxamide OC[C@@]1(COC2=C1C=C(C=C2C(=O)NC)C(=O)NCC[C@H]2CNCCO2)C2=CC=CC=C2 |&1:2|